2-[(3S)-1-[(tert-butoxy)carbonyl]piperidin-3-yl]acetic acid C(C)(C)(C)OC(=O)N1C[C@@H](CCC1)CC(=O)O